C(C)(=O)O[C@@H](C(=O)OCC)CC1=C(C=CC(=C1)CO[Si](C)(C)C(C)(C)C)O (R)-ethyl 2-acetoxy-3-(5-(((tert-butyldimethylsilyl)oxy)methyl)-2-hydroxyphenyl)propanoate